C1(CC1)CO\N=C(\NC(CC1=CC=CC=C1)=O)/C1=C(C(=CC=C1OC(F)F)F)F N-{(E)-[(Cyclopropylmethoxy)imino][6-(difluoromethoxy)-2,3-difluorophenyl]methyl}-2-phenylacetamid